CC1(CN(C2=CC=C(C=C12)Br)S(=O)(=O)C=1SC=CC1)CCC#N 3-(3-methyl-1-(thiophen-2-ylsulfonyl)-5-bromoindolin-3-yl)propionitrile